3-Chloro-6-({1-[4-(difluoromethyl)phenyl]-4-methyl-1H-1,2,3-triazol-5-yl}methoxy)pyridazine ClC=1N=NC(=CC1)OCC1=C(N=NN1C1=CC=C(C=C1)C(F)F)C